COC(CCCCCCCCCCC)=O Methyllaurat